FC1=NC=C(C=C1)B1OC(C)(C)C(C)(C)O1 2-fluoro-pyridine-5-boronic acid pinacol ester